COC(\C(=C\C[C@H]1[C@H](O)[C@@H](O)[C@@H](O)[C@H](O1)CO)\C1=CC=CC=C1)=O (E)-methyl-2-phenyl-4-(β-D-galactopyranosyl)-but-2-enoate